NC1CCC(CC1)NC1=NC2=CC=C(C=C2C=N1)C1=CC=C(C=C1)NS(=O)(=O)C1=C(C=CC=C1)Cl N-(4-(2-(((1r,4r)-4-aminocyclohexyl)amino)-quinazolin-6-yl)-phenyl)-2-chloro-benzenesulfonamide